3-[(4-fluorophenyl)methyl]-4-(1-phenylethyl)-4,5-dihydro-1,2,4-oxadiazol FC1=CC=C(C=C1)CC1=NOCN1C(C)C1=CC=CC=C1